1-bromo-4-methoxy-2-naphthalaldehyde BrC1=C(C=C(C2=CC=CC=C12)OC)C=O